1-(trifluoromethyl)-1,2-benziodaoxol-3(1H)-one FC(I1OC(C2=C1C=CC=C2)=O)(F)F